CC(=O)OC1C(SC2=CC=CC=C2N(C1=O)CCN(C)C)C3=CC=C(C=C3)OC The molecule is a lactam that is 2,3-dihydro-1,5-benzothiazepin-4(5H)-one in which positions 2 and 3 are substituted by 4-methoxyphenyl and acetoxy, respectively, while the hydrogen attached to the nitrogen is substituted by a 2-(dimethylamino)ethyl group. It is a lactam, a benzothiazepine, a tertiary amino compound, an acetate ester and an aromatic ether.